tert-butyl 2-(((3Z,6Z)-3-((5-(tert-butyl)-1H-imidazol-4-yl)methylene)-6-(cyclohexylmethylene)-2,5-dioxopiperazin-1-yl)methyl)acrylate C(C)(C)(C)C1=C(N=CN1)\C=C/1\C(N(\C(\C(N1)=O)=C/C1CCCCC1)CC(C(=O)OC(C)(C)C)=C)=O